[OH-].[Na+].O=C([C@H](O)[C@@H](O)[C@H](O)[C@H](O)CO)O gluconic acid sodium hydroxide